3-amino-3-{[1-(butyryloxy)-3-hydroxyprop-2-yl]carbamoyl}propanoic acid NC(CC(=O)O)C(NC(COC(CCC)=O)CO)=O